2-ethoxy-8-(4-methoxyphenyl)-6-(2-methyl-2H-indazol-5-yl)pyrido[2,3-d]pyrimidin-7(8H)-one C(C)OC=1N=CC2=C(N1)N(C(C(=C2)C2=CC1=CN(N=C1C=C2)C)=O)C2=CC=C(C=C2)OC